N,N-bis(4-pyridyl)ethylenediamine N1=CC=C(C=C1)N(CCN)C1=CC=NC=C1